N-[5-(2,6-difluoro-4-methoxyphenyl)-1-methyl-2-{6-[(4-methylpiperazin-1-yl)methyl]pyridin-2-yl}-3-oxo-2,3-dihydro-1H-pyrazol-4-yl]-4-(difluoromethoxy)benzamide FC1=C(C(=CC(=C1)OC)F)C1=C(C(N(N1C)C1=NC(=CC=C1)CN1CCN(CC1)C)=O)NC(C1=CC=C(C=C1)OC(F)F)=O